CC1=NN=C(O1)CN 1-(5-methyl-1,3,4-oxadiazol-2-yl)methylamine